CC1=C2C(C(NC2=CC=C1)=O)=O methyl-2,3-indoledione